4-((5-(2,4-Dichlorophenyl)-4-(ethoxycarbonyl)-1,1-dioxido-5,6-dihydro-2H-1,2,6-thiadiazin-2-yl)methyl)benzoic acid ClC1=C(C=CC(=C1)Cl)C1C(=CN(S(N1)(=O)=O)CC1=CC=C(C(=O)O)C=C1)C(=O)OCC